C(C)S(=O)(=O)C=1C=C(C=NC1C1=COC2=CC(=CC=C2C1=O)I)C1(CC1)C#N 1-[5-ethylsulfonyl-6-(7-iodo-4-oxo-chromen-3-yl)-3-pyridyl]-cyclopropanecarbonitrile